ClC1=CC=C2CC(C3(CCN(CC3)CC=3C=NN(C3)C)C2=C1)O 6-chloro-1'-[(1-methylpyrazol-4-yl)methyl]spiro[indane-1,4'-piperidine]-2-ol